1-FLUORONAPHTHALENE-8-BORONIC ACID FC1=CC=CC2=CC=CC(=C12)B(O)O